OC1NC(C2(N3C1=CC1=C3N=C(N=C1)NC1=CC=C(C=C1)C(=O)N1CCN(CC1)C)CCCCC2)=O 6'-hydroxy-2'-((4-(4-methylpiperazine-1-carbonyl)phenyl)amino)-6',7'-dihydro-8'H-spiro[cyclohexane-1,9'-pyrazino[1',2':1,5]pyrrolo[2,3-d]pyrimidin]-8'-one